C1(CC1)C1=NC(=C(C(=O)NC2=CC(=CC=C2)S(=O)C)C(=C1C(F)(F)F)C)N1CCC(CCC1)(F)F 6-cyclopropyl-2-(4,4-difluoroazepan-1-yl)-4-methyl-N-(3-(methylsulfinyl)phenyl)-5-(trifluoromethyl)nicotinamide